OC[C@H](C)C1C(CC(CC1)C)O 2-((R)-1-hydroxypropan-2-yl)-5-methylcyclohexan-1-ol